heptadecan-9-yl oct-7-enoate C(CCCCCC=C)(=O)OC(CCCCCCCC)CCCCCCCC